FC=1C=C2C(NC=3CCC[C@H](C3C2=CC1F)N(C(=O)C=1NC2=CC=CC(=C2C1)C)C)=O (R)-N-(8,9-difluoro-6-oxo-1,2,3,4,5,6-hexahydrophenanthridin-1-yl)-N,4-dimethyl-1H-indole-2-carboxamide